CN1CCN(CC1)C=1C=CC2=C(N=C(S2)CNC(=O)C2(CC3=CC=CC=C3C2)CC(=O)O)C1 2-[2-[[5-(4-methylpiperazin-1-yl)-1,3-benzothiazol-2-yl]methylcarbamoyl]indan-2-yl]acetic acid